The molecule is an isotopically modified compound, an organic sodium salt and a sodium 2-iodohippurate. It has a role as a radiopharmaceutical. It derives from a N-benzoylglycine. C1=CC=C(C(=C1)C(=O)NCC(=O)[O-])[131I].[Na+]